(3R,5R)-5-(3-((2-(methoxymethyl)imidazo[1,2-c]pyrimidin-5-yl)amino)-1H-pyrazol-5-yl)tetrahydrofuran-3-yl (1-methylcyclopropyl)carbamate CC1(CC1)NC(O[C@H]1CO[C@H](C1)C1=CC(=NN1)NC1=NC=CC=2N1C=C(N2)COC)=O